2,3-dimethyl-6-(6-(1-methyl-1H-pyrazol-4-yl)-3,6-dihydro-2H-pyran-4-yl)-8-(6-(trifluoromethyl)pyridin-3-yl)pyrimido[5,4-d]pyrimidin-4(3H)-one CC=1N(C(C2=C(N1)C(=NC(=N2)C=2CCOC(C2)C=2C=NN(C2)C)C=2C=NC(=CC2)C(F)(F)F)=O)C